FC=1C=C2C(C(CN(C2=CC1F)C(C)C)C=O)=O 6,7-difluoro-4-oxo-1-(propan-2-yl)-1,2,3,4-tetrahydroquinoline-3-carbaldehyde